2-hexyldecyl 3-((4-((2-(dimethylamino)ethyl)(methyl)amino)-3-(2-octyldodecanamido)-4-oxobutyl)thio)propanoate CN(CCN(C(C(CCSCCC(=O)OCC(CCCCCCCC)CCCCCC)NC(C(CCCCCCCCCC)CCCCCCCC)=O)=O)C)C